N1(C=NC=C1)C(=O)O[C@@H](C)C=1C(=NC(=CC1)N1C=NC2=C1C=CC(=C2)NC=2N=NC(=CC2)C)N2N=C(C=C2C)C#N [(1S)-1-[2-(3-cyano-5-methyl-pyrazol-1-yl)-6-[5-[(6-methylpyridazin-3-yl)amino]benzimidazol-1-yl]-3-pyridyl] ethyl] imidazole-1-carboxylate